6-(4-Chlorobenzylamino)-9-β-D-arabinofuranosylpurin ClC1=CC=C(CNC2=C3N=CN(C3=NC=N2)[C@H]2[C@@H](O)[C@H](O)[C@H](O2)CO)C=C1